[Cu+].FC(S(=O)(=O)[O-])(F)F trifluoromethanesulfonic acid copper(I) salt